5-(2-(2-Fluoro-2-methylpropyl)oxazol-5-yl)-6-(2-methylimidazo[1,2-a]pyridin-7-yl)picolinonitril FC(CC=1OC(=CN1)C=1C=CC(=NC1C1=CC=2N(C=C1)C=C(N2)C)C#N)(C)C